1-(4-methoxybenzyl)-3-(6-(4-methylpiperazine-1-carbonyl)spiro[3.3]heptan-2-yl)urea COC1=CC=C(CNC(=O)NC2CC3(C2)CC(C3)C(=O)N3CCN(CC3)C)C=C1